FC(CNC(=O)C=1C=NN2C1C=C(C=C2)C2=CNC=1N=C(N=CC12)NC1CCOCC1)F N-(2,2-difluoroethyl)-5-(2-((tetrahydro-2H-pyran-4-yl)amino)-7H-pyrrolo[2,3-d]pyrimidin-5-yl)pyrazolo[1,5-a]pyridine-3-carboxamide